copper cobalt [Co].[Cu]